ONC(C(CCN1C(C=C(C=C1)C1=CC=C(C=C1)CN1CCOCC1)=O)(S(=O)(=O)C)C)=O N-hydroxy-2-methyl-2-(methylsulfonyl)-4-(4-(4-(morpholinomethyl)phenyl)-2-oxopyridin-1(2H)-yl)butanamide